FC(C1=C(C=NN1CCCCCCNC1=C2C(N(C(C2=CC=C1)=O)C1C(NC(CC1)=O)=O)=O)C1=NC2=CC=CC=C2N=C1)F ((6-(5-(difluoromethyl)-4-(quinoxalin-2-yl)-1H-pyrazol-1-yl)hexyl)amino)-2-(2,6-dioxopiperidin-3-yl)isoindoline-1,3-dione